C(C)(C)(C)OC(N(C)C(CO)(C)C)=O N-(2-hydroxy-1,1-dimethylethyl)-N-methylcarbamic acid tert-butyl ester